ClC1=C2C3=C(N=CN=C3C(=C1C1=NNC3=CC=CC=C13)F)N1[C@H](CO2)CN(CC1)C(C=C)=O 1-[(8aS)-6-Chloro-4-fluoro-5-(1H-indazol-3-yl)-8a,9,11,12-tetrahydropyrazino[2',1':3,4][1,4]oxazepino[5,6,7-de]quinazolin-10(8H)-yl]prop-2-en-1-one